4-(pyrimidin-4-yl)benzonitrile N1=CN=C(C=C1)C1=CC=C(C#N)C=C1